C(C)(C)(C)OC(=O)N1C2=C(OCC1)C=CC(=C2)C=2SC=C(N2)CC(=O)NCC(=O)OCC.ClC2=NC(=NC(=C2)OC2CC2)SC 4-chloro-6-cyclopropoxy-2-(methylthio)pyrimidine Tert-Butyl-6-(4-(2-((2-Ethoxy-2-Oxoethyl)Amino)-2-Oxoethyl)Thiazol-2-yl)-2,3-Dihydro-4H-Benzo[B][1,4]Oxazine-4-Carboxylate